2-[(5-chloro-4,8-dihydroxy-3-methyl-1-oxo-3,4-dihydroisochromene-7-carbonyl)amino]-3-phenylpropanoic acid ClC1=C2C(C(OC(C2=C(C(=C1)C(=O)NC(C(=O)O)CC1=CC=CC=C1)O)=O)C)O